N-(7-(1H-pyrazol-3-yl)quinazolin-4-yl)benzo[d]thiazol-5-amine N1N=C(C=C1)C1=CC=C2C(=NC=NC2=C1)NC=1C=CC2=C(N=CS2)C1